BrC=1C(=C2C(=NC1)NC[C@]21C[C@H](CC1)N1N=C(N=C1)N)Cl |r| 1-((1RS,3SR)-5'-bromo-4'-chloro-1',2'-dihydrospiro[cyclopentane-1,3'-pyrrolo[2,3-b]pyridin]-3-yl)-1H-1,2,4-triazol-3-amine